N-(4-((1,3-dioxo-2-((tetrahydrofuran-2-yl)methyl)isoindolin-5-yl)oxy)phenyl)benzamide O=C1N(C(C2=CC(=CC=C12)OC1=CC=C(C=C1)NC(C1=CC=CC=C1)=O)=O)CC1OCCC1